5-[[4-(2-chlorophenyl)-5-cyclopropyl-imidazol-1-yl]methyl]-N-methyl-2-nitro-aniline ClC1=C(C=CC=C1)C=1N=CN(C1C1CC1)CC=1C=CC(=C(NC)C1)[N+](=O)[O-]